C(C)[Sn]CCCCCC ethylhexyl-tin